4-(benzylamino)benzoic acid C(C1=CC=CC=C1)NC1=CC=C(C(=O)O)C=C1